S1S[C@@H](CC1)CCCCC(=O)O[C@H]1[C@@]([C@H]2CCC([C@H]([C@@]2(CC1)C)\C=C\C=1C(OCC1)=O)=C)(C)NC=O (1S,2R,4aS,5R,8aS)-1-Formamido-1,4a-dimethyl-6-methylene-5-((E)-2-(2-oxo-2,5-dihydrofuran-3-yl)ethenyl)decahydronaphthalen-2-yl 5-((R)-1,2-dithiolan-3-yl)pentanoate